[Si](C1=CC=CC=C1)(C1=CC=CC=C1)(C(C)(C)C)OC[C@H](C=O)C (R)-3-[(tert-butyldiphenylsilyl)oxy]-2-methylpropanal